COC(=O)C=1N=C(SC1CCCO[Si](C1=CC=CC=C1)(C1=CC=CC=C1)C(C)(C)C)N1CCCC2=C1N=NC(=C2C)Cl [3-[tert-butyl-(diphenyl)silanyl]oxypropyl]-2-(3-chloro-4-methyl-6,7-dihydro-5H-pyrido[2,3-c]pyridazin-8-yl)thiazole-4-carboxylic acid methyl ester